C(C)(C)(C)C=1C=C(C=C(C1O)C(C)(C)C)CCC(=O)OCC(COC(CCC1=CC(=C(C(=C1)C(C)(C)C)O)C(C)(C)C)=O)(COC(CCC1=CC(=C(C(=C1)C(C)(C)C)O)C(C)(C)C)=O)COC(CCC1=CC(=C(C(=C1)C(C)(C)C)O)C(C)(C)C)=O pentaerythritol tetrakis[3-(3,5-di-tertiary butyl-4-hydroxyphenyl) propionate]